COC(=O)[C@@H]1CC[C@H](CC1)C(=O)OC trans-1,4-cyclohexanedicarboxylic acid dimethyl ester